N1(CCCC1)C1=C(C=CC(=N1)NC(=O)C1CC1)C(=O)N1CCC(CC1)C(F)(F)F N-[6-pyrrolidin-1-yl-5-[4-(trifluoromethyl)piperidine-1-carbonyl]pyridin-2-yl]Cyclopropanecarboxamide